ClC=1C=CC2=C(N=NN(C2=O)C2(CC2)CNC(C2=C(C=CC=C2)C(F)(F)F)=O)C1 N-((1-(7-chloro-4-oxobenzo[d][1,2,3]triazin-3(4H)-yl)cyclopropyl)methyl)-2-(trifluoromethyl)Benzamide